BrC=1C=NN(C1)C1=CN=NC=C1 4-(4-bromo-1H-pyrazol-1-yl)pyridazine